N1=CC(=CC=C1)C=1NC2=CC=C(C=C2C1)C=1C=NC=CC1 2,5-bis(pyridin-3-yl)-1H-indole